CC1=NC(=CC(=C1)C1=CC=C(C=2NC=NC21)OC)C 4-(2,6-dimethylpyridin-4-yl)-7-methoxy-1H-1,3-benzodiazol